(2S,3R)-3-((2-methylamino-6-methylpyridin-4-yl)methyl)-N2-(1-methyl-1H-pyrazol-5-yl)-N1-((R)-1-phenylpropyl)-N2-methyl-4-oxoazetidine-1,2-dicarboxamide CNC1=NC(=CC(=C1)C[C@@H]1[C@H](N(C1=O)C(=O)N[C@H](CC)C1=CC=CC=C1)C(=O)N(C)C1=CC=NN1C)C